(1R)-(3'-(2-(2-(benzo[d][1,3]dioxolen-4-yl)pyrrolidin-1-yl)-2-oxoethyl)-2',4'-dioxo-2,3-dihydrospiro[indene-1,5'-oxazolidine]-5-yl)-3-methylurea O1COC2=C1C=CC=C2C2N(CCC2)C(CN2C(O[C@]1(C2=O)CCC2=CC(=CC=C21)NC(=O)NC)=O)=O